pyrrolidine-1-carboxylate Hydrochloride Cl.N1(CCCC1)C(=O)O